ClC=1C=C(C=CC1C(F)(F)F)N1CC2=CC=CC(=C2CC1)C(F)(F)F N-(3-Chloro-4-(trifluoromethyl)phenyl)-5-(trifluoromethyl)-3,4-dihydroisoquinoline